2-(2,4-dimethoxybenzyl)-7-(hydroxymethyl)-4-(o-tolyl)isoquinolin-1(2H)-one COC1=C(CN2C(C3=CC(=CC=C3C(=C2)C2=C(C=CC=C2)C)CO)=O)C=CC(=C1)OC